NCC=1C=C(OC=2C=CC(=C(C2)C2=NNC=C2NC(=O)C=2C=NN3C2N=CC=C3)OC(F)F)C=CC1C(F)(F)F N-[3-[5-[3-(aminomethyl)-4-(trifluoromethyl)phenoxy]-2-(difluoromethoxy)phenyl]-1H-pyrazol-4-yl]pyrazolo[1,5-a]pyrimidine-3-carboxamide